4-amino-N-(5-fluorobenzo[d]oxazol-2-yl)-1H-pyrazolo[3,4-d]pyrimidine-3-carboxamide NC1=C2C(=NC=N1)NN=C2C(=O)NC=2OC1=C(N2)C=C(C=C1)F